N,N'-bis(2,6-diisopropylphenyl)-5-(2-naphthyl)acenaphthylene-1,2-diimine C(C)(C)C1=C(C(=CC=C1)C(C)C)N=C1C(C2=CC=C(C3=CC=CC1=C23)C2=CC3=CC=CC=C3C=C2)=NC2=C(C=CC=C2C(C)C)C(C)C